C1(CC1)CNC1=C2C=C(N=CC2=CC(=N1)C1=C(C(=CC(=C1F)OC([2H])([2H])[2H])OC([2H])([2H])[2H])F)N[C@@H]1COCC[C@@H]1NC(C=C)=O N-((3S,4S)-3-((5-((cyclopropylmethyl)amino)-7-(2,6-difluoro-3,5-bis(methoxy-d3)phenyl)-2,6-naphthyridin-3-yl)amino)tetrahydro-2H-pyran-4-yl)acrylamide